Cl.FC=1C=2N(C=C(C1)NC(=O)C1=CC=C(C3=CN(N=C13)C)N1CCC(CC1)N[C@H]1[C@@H](C1)O)C=C(N2)C N-(8-fluoro-2-methylimidazo[1,2-a]pyridin-6-yl)-4-(4-(((1R,2R)-2-hydroxycyclopropyl)amino)piperidin-1-yl)-2-methyl-2H-indazole-7-carboxamide hydrochloride